2-(4-fluorophenoxy)-N-(3-methylsulfonylphenyl)-5-(trifluoromethyl)pyridine-3-carboxamide FC1=CC=C(OC2=NC=C(C=C2C(=O)NC2=CC(=CC=C2)S(=O)(=O)C)C(F)(F)F)C=C1